8-bromo-2-((2-chloroquinolin-4-yl)methyl)-1,3,4,12a-tetrahydrobenzo[e]pyrazino[1,2-a][1,4]diazepine-6,12(2H,11H)-dione BrC1=CC2=C(NC(C3N(C2=O)CCN(C3)CC3=CC(=NC2=CC=CC=C32)Cl)=O)C=C1